N-(3-bromo-5-(methylsulfonamido)phenyl)-4-methyl-3-(1H-pyrazol-1-yl)benzamide BrC=1C=C(C=C(C1)NS(=O)(=O)C)NC(C1=CC(=C(C=C1)C)N1N=CC=C1)=O